C(C)(C)(C)OC(=O)N(/C=C(/C(=O)OCC)\C1=CC=C(C=C1)Cl)C(C)C (E)-ethyl 3-((tert-butoxycarbonyl)(isopropyl)amino)-2-(4-chlorophenyl)acrylate